tert-butyl ((1R,4R)-4-azidocyclopent-2-en-1-yl)carbamate N(=[N+]=[N-])[C@H]1C=C[C@@H](C1)NC(OC(C)(C)C)=O